OC1=C(C(=O)N[C@H](C(=O)O)CC2=CC=CC=C2)C=CC=C1 (2S)-2-[(2-hydroxybenzoyl)amino]-3-phenylpropionic acid